BrC(C)C1=CC(=NC(=N1)N1N=C(C=C1)C1CC1)NC1CCC(CC1)(F)F 6-(1-bromoethyl)-2-(3-cyclopropyl-1H-pyrazol-1-yl)-N-(4,4-difluorocyclohexyl)pyrimidin-4-amine